5-(furan-2-yl-methylene)-2,2-dimethyl-1,3-dioxane O1C(=CC=C1)C=C1COC(OC1)(C)C